S1C=NC2=C1CNC2 4H,5H,6H-pyrrolo[3,4-d][1,3]thiazole